CC=1C=C(C(=O)[O-])C=CC1.CC(C[Sn+](CC(C)(C)C1=CC=CC=C1)CC(C)(C)C1=CC=CC=C1)(C)C1=CC=CC=C1 tri(2-methyl-2-phenylpropyl)tin m-methylbenzoate